2',6-dimethyl-6'-(1-methyltriazol-4-yl)spiro[indoline-3,4'-piperidin]-2-one CC1NC(CC2(C1)C(NC1=CC(=CC=C12)C)=O)C=1N=NN(C1)C